CC=1NC(=C(N1)C1=CC=C(C=C1)C1=CC(=NC=N1)NCCN1C(=CC2=C(C=CC(=C12)F)OC)C#N)C 1-(2-{6-[4-(2,5-Dimethyl-1H-imidazol-4-yl)-phenyl]-pyrimidin-4-ylamino}-ethyl)-7-fluoro-4-methoxy-1H-indol-2-carbonitril